6-(4,4-Difluoropiperidin-1-yl)quinoline-4-carboxylic acid methyl ester COC(=O)C1=CC=NC2=CC=C(C=C12)N1CCC(CC1)(F)F